C(C)S(=O)(=O)C=1C(=NC=C(C1)N1N=C(C=C1C)C(F)(F)F)C1=NC=2N(C=C1)N=C(C2)C(F)(F)F 5-(3-(ethylsulfonyl)-5-(5-methyl-3-(trifluoromethyl)-1H-pyrazol-1-yl)pyridin-2-yl)-2-(trifluoromethyl)pyrazolo[1,5-a]pyrimidine